4-(5-Cyanopyridin-2-yl)piperazine-1-carboxylic acid tert-butyl ester C(C)(C)(C)OC(=O)N1CCN(CC1)C1=NC=C(C=C1)C#N